C1COC(C=2OCC3=C(C21)C=CS3)C(=O)[O-] 1,2,4,6-tetrahydropyrano[3,4-b]thieno[3,2-d]pyran-4-carboxylate